The molecule is an N-acyl-sn-glycero-3-phosphoethanolamine in which the N-acyl group is specified as arachidonoyl (5Z,8Z,11Z,14Z-icosatetraenoyl). It derives from an arachidonic acid. It is a conjugate acid of a N-arachidonoyl-sn-glycero-3-phosphoethanolamine(1-). CCCCC/C=C\\C/C=C\\C/C=C\\C/C=C\\CCCC(=O)NCCOP(=O)(O)OC[C@@H](CO)O